BrC=1C=C(C=CC1)C(C(F)(F)F)C1=CC(=C(C(=C1)C(C)(C)C)O)C(C)(C)C 4-(1-(3-bromophenyl)-2,2,2-trifluoroethyl)-2,6-di-tert-butylphenol